tert-butyl N-[[(3S)-1-[4-[(5-cyclopentyl-1H-pyrazol-3-yl) amino] pyrimidin-2-yl] pyrrolidin-3-yl] methyl]-N-methyl-carbamate C1(CCCC1)C1=CC(=NN1)NC1=NC(=NC=C1)N1C[C@H](CC1)CN(C(OC(C)(C)C)=O)C